3-Chloro-2'-(3-(2-hydroxypropan-2-yl)-1H-pyrazol-1-yl)-5',6-dimethyl-4-((2,4,6-trifluorophenyl)methoxy-d2)-2H-[1,4'-bipyridin]-2-one ClC=1C(N(C(=CC1OC([2H])([2H])C1=C(C=C(C=C1F)F)F)C)C1=CC(=NC=C1C)N1N=C(C=C1)C(C)(C)O)=O